N-(4-bromo-2-carbamoyl-6-chloro-phenyl)-2-(3-chloro-2-pyridinyl)-5-[[4-(trifluoromethyl)triazol-2-yl]methyl]pyrazole-3-carboxamide BrC1=CC(=C(C(=C1)Cl)NC(=O)C=1N(N=C(C1)CN1N=CC(=N1)C(F)(F)F)C1=NC=CC=C1Cl)C(N)=O